(1S,5S)-6-(5-(6-bromo-3-cyanopyrazolo[1,5-a]pyridin-4-yl)pyridin-2-yl)-2-(tert-butoxycarbonyl)-4-methyl-2,6-diazabicyclo[3.2.0]heptane-4-carboxylic acid BrC=1C=C(C=2N(C1)N=CC2C#N)C=2C=CC(=NC2)N2[C@H]1C(CN([C@H]1C2)C(=O)OC(C)(C)C)(C(=O)O)C